(R)-1-(((7-fluoroquinolin-6-yl)methyl)amino)butan-2-ol FC1=C(C=C2C=CC=NC2=C1)CNC[C@@H](CC)O